1-(5-(7-bromo-1H-benzo[d]imidazole-4-carbonyl)-2-(4-(2,2-difluorocyclobutyl)-2-hydroxyphenyl)-2,3,4,5,5a,6,8,9-octahydro-7H-1,2,5,7-tetraazabenzo[cd]azulen-7-yl)prop-2-en-1-one BrC1=CC=C(C2=C1NC=N2)C(=O)N2CCC=1N(N=C3CCN(CC2C13)C(C=C)=O)C1=C(C=C(C=C1)C1C(CC1)(F)F)O